O1C(CC1)=O oxetan-2-one